ClC=1C=C(C=CC1Cl)\C(\C)=N\NC(=O)C1=CC=CC2=CC=CC=C12 (E)-N'-(1-(3,4-dichlorophenyl)ethylidene)-1-naphthohydrazide